3-[(3-chloro-2-methoxyphenyl)amino]-2-[6-(cyclopropylmethoxy)-1,5-naphthyridin-4-yl]-1H,5H,6H,7H-pyrrolo[3,2-c]pyridin-4-one ClC=1C(=C(C=CC1)NC1=C(NC2=C1C(NCC2)=O)C2=CC=NC1=CC=C(N=C21)OCC2CC2)OC